N1C(CC(C1)C(=O)O)C(=O)O pyrrolidine-2,4-dicarboxylic acid